C[C@@H]1N(C[C@H](N(C1)CC1=NOC(=C1)C)C)C1=CC(N(C=2C=CC(=NC12)C#N)C)=O 8-((2s,5r)-2,5-dimethyl-4-((5-methylisoxazol-3-yl)methyl)piperazin-1-yl)-5-methyl-6-oxo-5,6-dihydro-1,5-naphthyridine-2-carbonitrile